NC1=NC=2N(C=C1)N=C(C2C=2C=NC(=C(C2)C)N)C=2C=C(C#N)C=CC2 3-[5-amino-3-(6-amino-5-methyl-3-pyridinyl)pyrazolo[1,5-a]pyrimidin-2-yl]benzonitrile